(S)-4-(3-(benzyloxy)propoxy)butan-2-ol C(C1=CC=CC=C1)OCCCOCC[C@H](C)O